COC=1C=C(C=CC1OC)C1=CN=CC(=N1)C=1SC=C(N1)NC(OC(C)(C)C)=O tert-butyl (2-(6-(3,4-dimethoxyphenyl)pyrazin-2-yl)thiazol-4-yl)carbamate